N-{5-ethenyl-2-[(2-methoxyphenyl)amino]-7-oxo-8-phenylpyrido[2,3-d]pyrimidin-6-yl}acetamide C(=C)C1=C(C(N(C=2N=C(N=CC21)NC2=C(C=CC=C2)OC)C2=CC=CC=C2)=O)NC(C)=O